6-(2-chlorophenyl)-3-thieno[3,2-c]pyridin-7-yl-1H-thieno[3,2-d]pyrimidine-2,4-dione ClC1=C(C=CC=C1)C1=CC=2NC(N(C(C2S1)=O)C=1C2=C(C=NC1)C=CS2)=O